1-[(4'-{[(4-azido-2-nitrophenyl)amino]methyl}-[1,1'-biphenyl]-4-yl)methyl]-2-(hydroxymethyl)piperidine-3,4,5-triol N(=[N+]=[N-])C1=CC(=C(C=C1)NCC1=CC=C(C=C1)C1=CC=C(C=C1)CN1C(C(C(C(C1)O)O)O)CO)[N+](=O)[O-]